Cl[Sb](Cl)Cl trichloroantimony